(9E,12E)-N-(Carboxymethyl)-N,N-dimethyl-9,12-octadecadien-1-aminium C(=O)(O)C[N+](CCCCCCCC\C=C\C\C=C\CCCCC)(C)C